OC(COC1=C(C=C(C=C1)C1(C2=CC=CC=C2C=2C=CC=CC12)C1=CC(=C(C=C1)OCC(C)O)C1=CC=CC=C1)C1=CC=CC=C1)C 9,9-bis(4-(2-hydroxypropoxy)-3-phenylphenyl)fluorene